Tert-butyl (5-methoxypicolinoyl)glycinate COC=1C=CC(=NC1)C(=O)NCC(=O)OC(C)(C)C